4-tert-Butyl-2-(2-fluorophenoxy)-N-iso-pentyl-1H-imidazole-1-carboxamide C(C)(C)(C)C=1N=C(N(C1)C(=O)NCCC(C)C)OC1=C(C=CC=C1)F